FP(OCCOP(F)F)F 1,2-Bis((difluorophosphino)oxy)ethane